silylium tetrakis(perfluorophenyl)borate FC1=C(C(=C(C(=C1F)F)F)F)[B-](C1=C(C(=C(C(=C1F)F)F)F)F)(C1=C(C(=C(C(=C1F)F)F)F)F)C1=C(C(=C(C(=C1F)F)F)F)F.[SiH3+]